N-(diaminomethylidene)-2-(2,6-dichlorophenyl)acetamide NC(=NC(CC1=C(C=CC=C1Cl)Cl)=O)N